9,10-bis(di(pyridine-4-yl)methylene)-9,10-dihydroanthracene N1=CC=C(C=C1)C(=C1C2=CC=CC=C2C(C=2C=CC=CC12)=C(C1=CC=NC=C1)C1=CC=NC=C1)C1=CC=NC=C1